4-[(7-{1-[(tert-butoxy)carbonyl]-8-methyl-1H,2H,3H-pyrido[2,3-b][1,4]oxazin-7-yl}-5H,6H,7H,8H-pyrido[3,4-d]pyrimidin-2-yl)amino]-2-methylbenzoic acid C(C)(C)(C)OC(=O)N1C2=C(OCC1)N=CC(=C2C)N2CC=1N=C(N=CC1CC2)NC2=CC(=C(C(=O)O)C=C2)C